C1([C@H](O)[C@@H](O)[C@H](O)[C@H](O1)CO)/C(/C(=O)O)=C\C1=CC(O)=C(O)C=C1 D-glucopyranosyl-caffeic acid